CC(C#N)(C)C1=CC=C(C=C1)N1C2=NN=CN2C=2C=NC3=CC=C(C=C3C12)C=1C=NC=CC1 2-methyl-2-{4-[4-(pyridin-3-yl)-8,11,13,14,16-pentaaza-tetracyclo[8.6.0.02,7.011,15]-hexadec-1(10),2,4,6,8,12,14-heptaen-16-yl]Phenyl}propionitrile